manganese chromite [Cr](=O)([O-])[O-].[Mn+2]